ClC=1C(=CC(=C(C1)C1=C(C=C2C(NC(N3C2=C1SCC(C3)OCCOC)=O)=O)C(F)(F)F)F)F 11-(5-chloro-2,4-difluorophenyl)-3-(2-methoxyethoxy)-10-(trifluoromethyl)-3,4-dihydro-2H,6H-[1,4]thiazepino[2,3,4-ij]quinazoline-6,8(7H)-dione